C(C)C1=C(OCCN2CCOCC2)C(=CC(=C1)C)CC1=C(C=CC=C1)F (2-(2-Ethyl-6-(2-fluorobenzyl)-4-methylphenoxy)ethyl)morpholine